N-[(1S,4R)-9-(dichloro-methylene)-1,2,3,4-tetrahydro-1,4-methanonaphthalen-5-yl]-3-(difluoromethyl)-1-methyl-1H-pyrazole-4-carboxamide ClC(=C1[C@H]2CC[C@@H]1C1=C(C=CC=C21)NC(=O)C=2C(=NN(C2)C)C(F)F)Cl